5-methyl-N-[6-(trifluoromethyl)-1,3-benzothiazol-2-yl]bicyclo[3.3.1]nonane-1-carboxamide CC12CCCC(CCC1)(C2)C(=O)NC=2SC1=C(N2)C=CC(=C1)C(F)(F)F